N-(2-aminoethyl)-2-aminoisobutylethyldimethoxysilane NCCNC(C[Si](OC)(OC)CC)(C)C